bis(3,6,8-tri-tert-butyl-2-naphthyl) phosphite P(OC1=CC2=C(C=C(C=C2C=C1C(C)(C)C)C(C)(C)C)C(C)(C)C)(OC1=CC2=C(C=C(C=C2C=C1C(C)(C)C)C(C)(C)C)C(C)(C)C)[O-]